NCCCCNCCC[Si](OCCC)(OCCC)OCCC N-(4-aminobutyl)-3-aminopropyltri-n-propoxysilane